C(N)(OCCC(N(C(CO)=O)[C@H](C(C)(C)C)C=1N(C=C(N1)C1=C(C=CC(=C1)F)F)CC1=CC(=CC=C1)N)C(C)(C)C)=O tert-Butyl-{3-[{(1R)-1-[1-(3-aminobenzyl)-4-(2,5-difluorophenyl)-1H-imidazol-2-yl]-2,2-dimethylpropyl} (glycoloyl)amino]propyl} carbamate